C1(=CC=CC=C1)P(=O)(ONC(C1=CC=CC=C1)C1=CC=CC=C1)C1=CC=CC=C1 diphenylphosphinyloxy-benzhydrylamine